C(C)(C)(C)[S@](=O)N=C(C)C1=CC=C2C(=N1)N(C(=C2)C=2N=C1N(C(=CC(=C1)C(=O)OCC)OC)C2C)COCC[Si](C)(C)C ethyl (S)-2-(6-(1-((tert-butylsulfinyl)imino)ethyl)-1-((2-(trimethylsilyl)ethoxy)methyl)-1H-pyrrolo[2,3-b]pyridin-2-yl)-5-methoxy-3-methylimidazo[1,2-a]pyridine-7-carboxylate